5-((5-(4'-(1-(2-aminoethyl)-1H-pyrazol-3-yl)-[1,1'-biphenyl]-4-yl)-6-chloro-1H-imidazo[4,5-b]pyridin-2-yl)oxy)-2-methylbenzoic acid NCCN1N=C(C=C1)C1=CC=C(C=C1)C1=CC=C(C=C1)C1=C(C=C2C(=N1)N=C(N2)OC=2C=CC(=C(C(=O)O)C2)C)Cl